4-bromo-1-methyl-1H-pyrazole-5-carbaldehyde BrC=1C=NN(C1C=O)C